N1(CCC1)CC(C)NC1=NC=CN=C1CC1=CC=C(C=C1)F N-(1-(azetidin-1-yl)propan-2-yl)-3-(4-fluorobenzyl)pyrazin-2-amine